1-(4-chloro-5-(2,2,2-trifluoroethyl)-5H-pyrimido[5,4-b]indol-8-yl)-N,N-dimethylmethanamine ClC1=NC=NC2=C1N(C=1C=CC(=CC21)CN(C)C)CC(F)(F)F